C1(CCCCCC1)[C@@H](C=1N=C2N(N=C(C=C2)CC2(C(NCCC2)=O)C(=O)OC)C1)NC(=O)C1=NON=C1C methyl 3-((2-((S)-cycloheptyl(4-methyl-1,2,5-oxadiazole-3-carboxamido)methyl)imidazo[1,2-b]pyridazin-6-yl)methyl)-2-oxopiperidine-3-carboxylate